FC1=NC(=CC=C1N1CCN(CC1)CC=1C(=C2NC(C=3N(C2=CC1)C=CC3)=O)F)C(NC)=O 7-((4-(2-fluoro-6-(methylcarbamoyl)pyridin-3-yl)piperazin-1-yl)methyl)-6-fluoropyrrolo[1,2-a]quinoxalin-4(5H)-one